C(C)(C)(C)C=1C=C(C=C(C1C(C)(C)C)C1=CC=CC=C1)O 3,4-di-tert-butyl-5-phenylphenol